P(=O)(OCCOCCOCCOC)(OCCOCCOCCOC)Br bis(2-(2-(2-methoxyethoxy)ethoxy)ethyl) monobromophosphate